CC=1N=C2N(N=C(C(=C2C)C)N2CC=3C=C(C=NC3CC2)C=2C=NC=C(C2)C(F)(F)F)C(C1)=O 2,8,9-trimethyl-7-(3-(5-(trifluoromethyl)pyridin-3-yl)-7,8-dihydro-1,6-naphthyridin-6(5H)-yl)-4H-pyrimido[1,2-b]pyridazin-4-one